O=C/1C2(C\C1=C/C1=C(C=CC=C1)C=1N=CN(C1)C(C1=CC=CC=C1)(C1=CC=CC=C1)C1=CC=CC=C1)C1CN(CC2CC1)C(=O)OC(C)(C)C tert-butyl (E)-2'-oxo-3'-(2-(1-trityl-1H-imidazol-4-yl)benzylidene)-3-azaspiro[bicyclo[3.2.1]octane-8,1'-cyclobutane]-3-carboxylate